CC1CC(CC2CCC(CC12)C(=O)O)C(=O)O 4-methyl-2,6-decalindicarboxylic acid